3-(2,6-difluoro-3,5-dimethoxyphenyl)-1-(3-fluorophenyl)-8-(morpholin-4-ylmethyl)-1,3,4,7-tetrahydro-2H-pyrrolo[3',2':5,6]pyrido[4,3-d]pyrimidin-2-one FC1=C(C(=C(C=C1OC)OC)F)N1C(N(C2=C(C1)C=NC1=C2C=C(N1)CN1CCOCC1)C1=CC(=CC=C1)F)=O